Cl.C(#N)CC1(CN(C1)C1=CC(=C(C(=O)N[C@H](C(F)(F)F)C)C=C1F)F)N1N=CC(=C1)C=1C(=NNC1C)C (S)-4-(3-(cyanomethyl)-3-(3',5'-dimethyl-1H,1'H-[4,4'-bipyrazol]-1-yl)azetidin-1-yl)-2,5-difluoro-N-(1,1,1-trifluoropropan-2-yl)benzamide hydrochloride